F[P-](F)(F)(F)(F)F.COC1=C(C(=C2CCCN3C2=C1CCC3)OC)[CH+]C=3C(=C1CCCN2C1=C(C3OC)CCC2)OC Bis(8,10-dimethoxy-2,3,6,7-tetrahydro-1H,5H-pyrido[3,2,1-ij]quinolin-9-yl)methylium hexafluorophosphate